COC(=O)C=1C=CC2=C(N(C(=N2)CN2CCC(CC2)OC2=NC(=CC=C2)COC2=C(C=C(C=C2)C#N)F)C[C@H]2OCC2)C1 (S)-2-((4-((6-((4-cyano-2-fluorophenoxy)methyl)pyridin-2-yl)oxy)piperidin-1-yl)methyl)-1-(oxetane-2-ylmethyl)-1H-benzo[d]imidazole-6-carboxylic acid methyl ester